C1(CC1)N(C1=NC=NC(=C1F)NCC=1C=NC(=CC1)C)CC1=CC=C(C=C1)C(F)(F)F N4-cyclopropyl-5-fluoro-N6-[(6-methyl-3-pyridyl)methyl]-N4-[[4-(trifluoromethyl)phenyl]methyl]pyrimidine-4,6-diamine